(2-(1-((5-bromo-1-ethyl-1H-pyrazol-4-yl)methyl)-1H-imidazol-2-yl)-5-fluorophenyl)methanol BrC1=C(C=NN1CC)CN1C(=NC=C1)C1=C(C=C(C=C1)F)CO